N=1C=NN2C1C=C(C=C2)OC2=CC(=C(C=C2Cl)NC=2C1=C(N=CN2)C=NC(=C1)N1C(/C(/CC1)=C/CN(C)C)=O)F (E)-1-(4-((4-([1,2,4]triazolo[1,5-a]pyridin-7-yloxy)-5-chloro-2-fluorophenyl)amino)pyrido[3,4-d]pyrimidin-6-yl)-3-(2-(dimethylamino)ethylidene)pyrrolidin-2-one